3,5-bis(2-triethylsiloxy-2-propyl)bromobenzene C(C)[Si](OC(C)(C)C=1C=C(C=C(C1)C(C)(C)O[Si](CC)(CC)CC)Br)(CC)CC